8-amino-4,4-difluoro-3,4-dihydro-2H-1λ6-benzothiopyran-1,1-di-one NC1=CC=CC=2C(CCS(C21)(=O)=O)(F)F